triacontanol n-dodecanoate C(CCCCCCCCCCC)(=O)OCCCCCCCCCCCCCCCCCCCCCCCCCCCCCC